cyclopentane-1-sulfonic acid C1(CCCC1)S(=O)(=O)O